FC1=CC=C(C=C1)C1SCC(N1C1=C(C=C(C(=O)O[C@@H]2[C@H](C(O)O[C@@H]([C@H]2O)CO)O)C=C1)C)=O 3-O-{4-[2-(4-Fluorophenyl)-4-oxo-1,3-thiazolidin-3-yl]-3-methylbenzoyl}-D-glucopyranose